[O-]S(=O)(=O)C(F)(F)F.[Cu+2].[O-]S(=O)(=O)C(F)(F)F copper(II) triflate